5-bromo-6-(oxetan-3-ylmethoxy)picolinic acid BrC=1C=CC(=NC1OCC1COC1)C(=O)O